O1CCC(CC1)CNC(C1=CC=C(C=C1)B1OC(C(O1)(C)C)(C)C)=O N-((tetrahydro-2H-pyran-4-yl)methyl)-4-(4,4,5,5-tetramethyl-1,3,2-dioxaborolan-2-yl)benzamide